S(=O)(=O)(C1=CC=C(C)C=C1)N1C2COCC12 6-tosyl-3-oxa-6-azabicyclo[3.1.0]hexane